ClC=1C=CC2=C(C(=CO2)C)C1 5-CHLORO-3-METHYL-1-BENZOFURAN